FC1(CC1)C(=O)NC=1N=CC2=CC=C(C=C2C1)C1=CN=CN1C 1-fluoro-N-(6-(1-methyl-1H-imidazol-5-yl)isoquinolin-3-yl)cyclopropane-1-carboxamide